C(CCC)(=O)C1=CC(=C(C=N1)C=1C(N(C2=CC(=NC=C2C1)NC(=O)C1CC1)CCOC)=O)C N-(3-(6-butyryl-4-methylpyridin-3-yl)-1-(2-methoxyethyl)-2-oxo-1,2-dihydro-1,6-naphthyridin-7-yl)cyclopropanecarboxamide